1-(4-methyl-n-amyl)-4-ethylbenzene CC(CCCC1=CC=C(C=C1)CC)C